2-[(1S)-1-(4-chlorophenyl)ethoxy]-4-(4,4,5,5-tetramethyl-1,3,2-dioxaborolan-2-yl)aniline ClC1=CC=C(C=C1)[C@H](C)OC1=C(N)C=CC(=C1)B1OC(C(O1)(C)C)(C)C